4-acetyl-6-tertiarybutyl-1,1-dimethyl-indan C(C)(=O)C1=C2CCC(C2=CC(=C1)C(C)(C)C)(C)C